ClC1=C2C=C(NC2=CC=C1)C(=O)N[C@H](C(=O)N[C@@H](C[C@H]1C(NCC1)=O)C#N)CC1CC1 4-chloro-N-[(1S)-2-[[(1S)-1-cyano-2-[(3S)-2-oxopyrrolidin-3-yl]ethyl]amino]-1-(cyclopropylmethyl)-2-oxo-ethyl]-1H-indole-2-carboxamide